Nε-(tert-Butoxycarbonyl)-Nα-[(9H-fluoren-9-ylmethoxy)carbonyl]-L-lysine C(C)(C)(C)OC(=O)NCCCC[C@H](NC(=O)OCC1C2=CC=CC=C2C=2C=CC=CC12)C(=O)O